C(CC)OC(CC[Si](OCCCC)(OCCCC)OCCCC)C γ-propoxybutyltributoxysilane